C(C)(C)(C)OC(=O)N1C[C@H](CCC1)CNC=1C=CC=C2C(=NN(C12)C)C1C(NC(CC1)=O)=O.C(CC)N(CCO)CCO N-propyl-diethanolamine tert-butyl-(3R)-3-(((3-(2,6-dioxopiperidin-3-yl)-1-methyl-1H-indazol-7-yl)amino)methyl)piperidine-1-carboxylate